F[C@@H]1C[C@]12C[C@@]1(CCCN1C2)CO ((1S,2R,7a'S)-2-fluorodihydro-1'H,3'H-spiro[cyclopropane-1,2'-pyrrolizin]-7a'(5'H)-yl)methanol